ClC1=C(C=CC=C1)[C@@H]1[C@H](CCC(C1)(C)C)C(=O)N1CC(C2(CN(C2)C(C=C)=O)C[C@H]1C)(F)F 1-((R)-7-((1S,2S)-2-(2-chlorophenyl)-4,4-dimethylcyclohexane-1-carbonyl)-5,5-difluoro-8-methyl-2,7-diazaspiro[3.5]nonan-2-yl)prop-2-en-1-one